C1(CCC1)N1CCN(CC1)C1=CC=C(C=C1)C1=CC2=C(C=N1)C=C(N2C)C2=CC(=C(C=C2)OC)OC 6-(4-(4-Cyclobutylpiperazin-1-yl)phenyl)-2-(3,4-dimethoxyphenyl)-1-methyl-1H-pyrrolo[3,2-c]pyridine